methyl 3-(9-((4-(aminomethyl)-2,6-dimethylphenyl)carbamoyl)-4,5-dihydrobenzo[b]thieno[2,3-d]oxepin-8-yl)-6-((1-methylcyclopentyl)carbamoyl)picolinate NCC1=CC(=C(C(=C1)C)NC(=O)C1=CC2=C(OCCC3=C2SC=C3)C=C1C=1C(=NC(=CC1)C(NC1(CCCC1)C)=O)C(=O)OC)C